13,17-dimethylnonacosane CC(CCCCCCCCCCCC)CCCC(CCCCCCCCCCCC)C